butyl(pent-4-en-1-yl)phosphane C(CCC)PCCCC=C